chromaglutaraldehyde [Cr](CCCC=O)=O